5-[3-[(3R,9aS)-3-(3-chloro-4-fluoro-phenyl)-3,4,6,7,9,9a-hexahydro-1H-pyrazino[2,1-c][1,4]oxazine-8-carbonyl]-2-chloro-phenyl]-3H-oxazol-2-one ClC=1C=C(C=CC1F)[C@@H]1CN2[C@H](CO1)CN(CC2)C(=O)C=2C(=C(C=CC2)C2=CNC(O2)=O)Cl